N[S@](=NC(CC=1C(=C2CCCC2=CC1C(C)C)C(C)C)=O)(=O)C1=CN=C(S1)C(C)(C)O (R)-N-(amino(2-(2-hydroxypropan-2-yl)thiazol-5-yl)(oxo)-λ6-sulfaneylidene)-2-(4,6-diisopropyl-2,3-dihydro-1H-inden-5-yl)acetamide